3-bromo-2-(bromomethyl)-5-fluoro-4-iodobenzoic acid methyl ester COC(C1=C(C(=C(C(=C1)F)I)Br)CBr)=O